p-fluorophenyl-oxalic acid FC1=CC=C(C=C1)OC(C(=O)O)=O